C(CCCCCCCCCCCCC)(=O)OP(=O)(OC(CCCCCCCCCCCCC)=O)OCCN dimyristoylphospho-ethanolamine